C(C)OC(=O)C=1N=C(SC1)NC=1N=NC(=C(C1C)C)NC=1SC2=C(N1)C=CC=C2 ({6-[(1,3-benzothiazol-2-yl)amino]-4,5-Dimethylpyridazin-3-yl}amino)-1,3-thiazole-4-carboxylic acid ethyl ester